N1C(=NC2=C1C=CC=C2)CN2C(C(=CC=C2)NC([C@H](CC/C=C/C(=O)N(C)C)NC(CO)=O)=O)=O (S,E)-N7-(1-((1H-benzo[d]imidazol-2-yl)methyl)-2-oxo-1,2-dihydropyridin-3-yl)-6-(2-hydroxyacetamido)-N1,N1-dimethylhept-2-endiamid